BrC=1C=CC=2N(C3=CC=C(C=C3C2C1)C1=CC=CC=C1)C1=CC=2C(C3=CC=CC=C3C2C=C1)(C)C 3-bromo-9-(9,9-dimethyl-9H-fluoren-2-yl)-6-phenyl-9H-carbazole